2-[(4-{7-[(4-amino-1-fluorocyclohexyl)methyl]-2,7-diazaspiro[3.5]nonan-2-yl}pyrimidin-5-yl)oxy]-N-ethyl-5-fluoro-N-isopropylbenzamide NC1CCC(CC1)(F)CN1CCC2(CN(C2)C2=NC=NC=C2OC2=C(C(=O)N(C(C)C)CC)C=C(C=C2)F)CC1